N-{(S)-1-[4-(4-Methyl-piperazin-1-yl)-phenyl]-ethyl}-3-[3-(4-trifluoromethoxy-benzyl)-3H-imidazo[4,5-b]pyridin-2-yl]-propionamide CN1CCN(CC1)C1=CC=C(C=C1)[C@H](C)NC(CCC1=NC=2C(=NC=CC2)N1CC1=CC=C(C=C1)OC(F)(F)F)=O